FCC(CN(CCC(C(=O)O)NC(=O)C1(CC1)C1=NC(=CC=C1)OC(F)(F)F)CCCCC1=NC=2NCCCC2C=C1)OC 4-[[3-fluoro-2-methoxy-propyl]-[4-(5,6,7,8-tetrahydro-1,8-naphthyridin-2-yl)butyl]amino]-2-[[1-[6-(trifluoromethoxy)-2-pyridyl]cyclopropanecarbonyl]amino]butanoic acid